3-bromo-4-((3'-fluoro-5'-methoxy-[1,1'-biphenyl]-4-yl)methyl)2-methyl-4H-thieno[3,2-b]pyrrole BrC1=C(SC2=C1N(C=C2)CC2=CC=C(C=C2)C2=CC(=CC(=C2)OC)F)C